ClC=1C=C2[C@@H](CN(CC2=C(C1)Cl)C)C1=CC=C(C=C1)S(=O)(=O)NCCOCCC(C(=O)N)(C(C(=O)N)O)O |o1:4| 2-(2-(2-(4-((S or R)-6,8-dichloro-2-methyl-1,2,3,4-tetrahydroisoquinolin-4-yl)phenylsulfonylamino)ethoxy)ethyl)-2,3-dihydroxysuccinamide